C(C)N(S(=O)C(C)(C)C)[C@H](C)C1=NC=C(C(=C1)B1OC(C(O1)(C)C)(C)C)OC N-ethyl-N-((R)-1-(5-methoxy-4-(4,4,5,5-tetramethyl-1,3,2-dioxaborolan-2-yl)pyridin-2-yl)ethyl)-2-methylpropane-2-sulfinamide